[Si](C)(C)(C(C)(C)C)OCC1=NN=C(S1)NC(C1=CN=C(C=C1C1=C(C=CC(=C1)F)OC)C#N)=O N-(5-(((tert-butyldimethylsilyl)oxy)methyl)-1,3,4-thiadiazol-2-yl)-6-cyano-4-(5-fluoro-2-methoxyphenyl)nicotinamide